(4-chlorobenzoyl)-3-fluoro-5-(1-methyl-1H-pyrazole-4-carbonyl)benzoic acid ClC1=CC=C(C(=O)C2=C(C(=O)O)C=C(C=C2F)C(=O)C=2C=NN(C2)C)C=C1